ClC1=C(C=CC=C1)[C@@H](C)OC(=O)NC1=C(N=NN1C)C1=CC=C(C(=N1)F)NC(=O)C1C(CCCC1)C(=O)O 2-((6-(5-((((R)-1-(2-chlorophenyl)ethoxy)carbonyl)amino)-1-methyl-1H-1,2,3-triazol-4-yl)-2-fluoropyridin-3-yl)carbamoyl)cyclohexane-1-carboxylic acid